2-(3,4-dichlorophenyl)-N3-(4-chlorobenzyl)quinoxaline-2,3-diamine ClC=1C=C(C=CC1Cl)C1(NC2=CC=CC=C2N=C1NCC1=CC=C(C=C1)Cl)N